C(CCCCCCC)(=O)O.C([C@H](O)[C@@H](O)[C@H](O)CO)O.C(CCCCCCC)(=O)O.C(CCCCCCC)(=O)O.C([C@H](O)[C@@H](O)[C@H](O)CO)O xylitol sesquicaprylate